CC=1C(=CC=C2C(NC(=NC12)CSC1CCOCC1)=O)OC1=CC=CC=C1 8-Methyl-7-phenoxy-2-(((tetrahydro-2H-pyran-4-yl)thio)methyl)quinazolin-4(3H)-one